ClCC1=NN(C(=C1)C(F)(F)F)C 3-(chloromethyl)-1-methyl-5-(trifluoromethyl)-1H-pyrazole